C(C)OC(=O)C=1C=C2C(C=C(NC2=CC1)C1=CC=C(C=C1)F)=O 2-(4-fluorophenyl)-4-oxo-1,4-dihydroquinoline-6-carboxylic acid ethyl ester